CN1C=NC(=C1)CCC(=O)O 3-(1-methylimidazol-4-yl)propanoic acid